ClC=1C=C2N=C3C=CC(=CC3=C(C2=CC1)NC(C)CCCN1CCNCC1)OC 6-chloro-2-methoxy-N-(5-(piperazin-1-yl)pent-2-yl)acridin-9-amine